C1(=CC=C(C=C1)C1=NC(=NC(=N1)C1=CC=C(C=C1)C1=CC=CC=C1)C1=C(C=C(C=C1)OCC(CCCC)CC)O)C1=CC=CC=C1 2,4-bis(4-biphenylyl)-6-[2-hydroxy-4-(2-ethylhexyloxy)phenyl]-1,3,5-triazine